N[C@H]1CN(C[C@@H](C1)F)C(=O)C1=CC2=C(N(C(=N2)C=2N(C3=CC(=CC=C3C2)C2=CC(=C(C=C2F)O)F)CC2CC2)C)C(=C1)OC 4-(2-{5-[(3R,5R)-3-amino-5-fluoropiperidine-1-carbonyl]-7-methoxy-1-methyl-1H-1,3-benzodiazol-2-yl}-1-(cyclopropylmethyl)-1H-indol-6-yl)-2,5-difluorophenol